BrC1=C(C(=C(C2=NSN=C21)Br)F)F 4,7-dibromo-5,6-difluorobenzo[c][1,2,5]Thiadiazole